ClC=1C=C(C=CC1)/C=C/C(C)=O (E)-4-(3-chlorophenyl)but-3-en-2-one